3-(5-((4-(6-(5-((R)-2-(2,4-difluorophenyl)pyrrolidin-1-yl)pyrazolo[1,5-a]pyrimidine-3-yl)pyridin-2-yl)piperazin-1-yl)methyl)-4-fluoro-1-oxoisoindolin-2-yl)piperidine-2,6-dione FC1=C(C=CC(=C1)F)[C@@H]1N(CCC1)C1=NC=2N(C=C1)N=CC2C2=CC=CC(=N2)N2CCN(CC2)CC=2C(=C1CN(C(C1=CC2)=O)C2C(NC(CC2)=O)=O)F